2-(3-((6-chloro-2-cyano-1-(1-ethyl-1H-pyrazol-4-yl)-7-fluoro-1H-indol-3-yl)thio)-2-fluorophenyl)acetic acid ClC1=CC=C2C(=C(N(C2=C1F)C=1C=NN(C1)CC)C#N)SC=1C(=C(C=CC1)CC(=O)O)F